5-(benzhydryl-amino)-1,3-dioxane-2-carboxylic acid lithium salt [Li+].C(C1=CC=CC=C1)(C1=CC=CC=C1)NC1COC(OC1)C(=O)[O-]